tert-butyl (3-formyloxetan-3-yl)carbamate C(=O)C1(COC1)NC(OC(C)(C)C)=O